3-[5-[4-[2-[4-[6-benzyloxy-8-fluoro-7-(1,1,4-trioxo-1,2,5-thiadiazolidin-2-yl)-2-naphthyl]pyrazol-1-yl]ethyl]piperazin-1-yl]-3-methyl-2-oxo-benzimidazol-1-yl]piperidine-2,6-dione C(C1=CC=CC=C1)OC=1C=C2C=CC(=CC2=C(C1N1S(NC(C1)=O)(=O)=O)F)C=1C=NN(C1)CCN1CCN(CC1)C1=CC2=C(N(C(N2C)=O)C2C(NC(CC2)=O)=O)C=C1